N-methyl-N-phenylformamide CN(C=O)C1=CC=CC=C1